FC1(CN(CC1)C1=NC=CC(=C1NC(=O)C=1C=NC(=NC1)C1CCOCC1)C1=C(C=CC=C1)F)F N-(2-(3,3-difluoropyrrolidin-1-yl)-4-(2-fluorophenyl)pyridin-3-yl)-2-(tetrahydro-2H-pyran-4-yl)pyrimidine-5-carboxamide